O[C@H](CC1=C(C(=CC(=C1)OC)OC)C1=CC(=C(C=C1C[C@H](C)O)O)O)C 2',6-bis[(S)-2-hydroxypropyl]-4',6'-dimethoxy-[1,1'-biphenyl]-3,4-diol